4-(3-fluorophenyl)-1-(5-(isopropylsulfanyl)-4-(4-(2-methoxyethoxy)-4-(trifluoromethyl)piperidin-1-yl)thiazol-2-yl)-3-methyl-1H-pyrazole-5-carboxylic acid FC=1C=C(C=CC1)C=1C(=NN(C1C(=O)O)C=1SC(=C(N1)N1CCC(CC1)(C(F)(F)F)OCCOC)SC(C)C)C